C(CCCCCCCCCCCCCCCCCCC)(O)O eicosane-1,1-diol